ClC1=CC=2N(C=C1)C(=CN2)C#CCO 3-(7-chloroimidazo[1,2-a]pyridin-3-yl)prop-2-yn-1-ol